ClC1=C(C(=CC=C1)Cl)NC(=O)C=1C(=NC(=NC1)NC1=CC=C(C=C1)N1CCOCC1)OCC N-(2,6-dichlorophenyl)-4-ethoxy-2-[(4-morpholinylphenyl)amino]pyrimidine-5-carboxamide